(4-oxo-4-(o-tolyl)but-2-enoyl)piperazine O=C(C=CC(=O)N1CCNCC1)C1=C(C=CC=C1)C